CC1=NOC(=C1C1=NC2=C(C=C1)N(C=C2C=2C=C(C(=O)O)C=CC2)CC2=CC(=CC=C2)OC)C 3-(5-(3,5-dimethylisoxazol-4-yl)-1-(3-methoxybenzyl)-1H-pyrrolo[2,3]pyridin-3-yl)benzoic acid